ClC1=C(C=C(C=C1)F)\C=N\CC1=CC=C(C=C1)OC (E)-[(2-chloro-5-fluorophenyl)methylidene][(4-methoxyphenyl)methyl]amine